FC(C(CC1=NN=C(N1C)S)C=1C=C(C=CC1)NC(OC(C)(C)C)=O)F tert-butyl N-[3-[1,1-difluoro-3-(4-methyl-5-sulfanyl-1,2,4-triazol-3-yl)propan-2-yl]phenyl]carbamate